FC1=CC(=C(C=C1F)NC1=NC=NC2=CC(=C(C=C12)NC(C=C)=O)OC)C(C)(C)O N-(4-((4,5-difluoro-2-(2-hydroxypropan-2-yl)phenyl)amino)-7-methoxyquinazolin-6-yl)acrylamide